2-chloro-7-(2,4-difluorophenyl)-N-methyl-5,6-dihydropyrrolo[2,3-d]Pyrimidin-4-amine ClC=1N=C(C2=C(N1)N(CC2)C2=C(C=C(C=C2)F)F)NC